(3S,3aR)-2-(3-chloro-4-cyano-phenyl)-3-cyclopentyl-3,3a,4,5-tetrahydro-2H-pyrazolo[3,4-f]quinoline-7-carboxylic acid (1S,2S)-cyclohexanediamine salt C1(CCCCC1)(N)N.ClC=1C=C(C=CC1C#N)N1N=C2C=3C=CC(=NC3CC[C@@H]2[C@@H]1C1CCCC1)C(=O)O